C(CCC)(=O)OC1=CC=CC2=CC=CC=C12 α-Naphthyl butyrate